N-{8-(4-chlorophenoxy)-2-methylquinolin-5-yl}acrylamide ClC1=CC=C(OC=2C=CC(=C3C=CC(=NC23)C)NC(C=C)=O)C=C1